ClC=1C(N(C(=CC1OC([2H])([2H])C1=NC=C(C=C1F)F)C)C1=CC(=NC=C1C)C=1SC=C(N1)C(C)(C)NC(C)=O)=C=O N-(2-(2-(3-chloro-4-((3,5-difluoropyridin-2-yl)methoxy-d2)-5',6-Dimethyl-2-carbonyl-2H-[1,4'-bipyridyl]-2'-yl)thiazol-4-yl)propan-2-yl)acetamide